The molecule is a first-generation cephalosporin antibiotic having (1,3,4-thiadiazol-2-ylsulfanyl)methyl and [2-(1H-tetrazol-1-yl)acetamido side groups located at positions 3 and 7 respectively. It is a cephalosporin and a member of thiadiazoles. C1C(=C(N2[C@H](S1)[C@@H](C2=O)NC(=O)CN3C=NN=N3)C(=O)O)CSC4=NN=CS4